FC(C=1C=CC=C2C=NC(NC12)=O)(F)F 8-trifluoromethyl-quinazolinone